BrC1=C(OCC(=O)C2=CC(=C(C=C2C)C(=N)N(C)CC)C)C=CC(=C1)C (4-(2-(2-bromo-4-methylphenoxy)acetyl)-2,5-dimethylphenyl)-N-ethyl-N-methylformamidine